4-((4-cyclopropyl-2-(N-methylmethanesulfonamido)phenyl)amino)-N-ethoxy-6-(thiazol-2-ylamino)nicotinamide C1(CC1)C1=CC(=C(C=C1)NC1=CC(=NC=C1C(=O)NOCC)NC=1SC=CN1)N(S(=O)(=O)C)C